C(C)(C)(C)[Si](C)(C)OCC[C@H](C)OC1=CC(=NC=C1)Cl tert-butyl-[(3S)-3-[(2-chloro-4-pyridyl)oxy]butoxy]-dimethyl-silane